N1C2=C(O[C@H](C1)[C@@H](C1=CC=CC=C1)NCCC1=CC=C(S1)CC(=O)O)N=CC=C2 2-(5-(2-(((R)-((R)-2,3-dihydro-1H-pyrido[2,3-b][1,4]oxazin-3-yl)(phenyl)methyl)amino)ethyl)thiophen-2-yl)acetic acid